BrC1=CC(=C(C=C1F)F)C(F)(F)F 4-Bromo-1,5-difluoro-2-(trifluoromethyl)benzene